2-{1-[N-methyl-5-(4-chloro-1H-indole-2-carbonyl)-4H,5H,6H,7H-pyrazolo[1,5-a]pyrazine-3-amido]cyclopropyl}pyrimidine-5-carboxylic acid CN(C(=O)C=1C=NN2C1CN(CC2)C(=O)C=2NC1=CC=CC(=C1C2)Cl)C2(CC2)C2=NC=C(C=N2)C(=O)O